[In].CC(CCC(=O)O)CCCC 4-methyl-caprylic acid indium